7-fluoro-N-(1-methyl-2-oxo-1,2-dihydropyridin-3-yl)-1H-indazole-3-carboxamide FC=1C=CC=C2C(=NNC12)C(=O)NC=1C(N(C=CC1)C)=O